N-cyclopropyl-2-(difluoromethoxy)-6-methoxy-4-[7-[3-(2-oxa-5-azabicyclo[2.2.1]heptan-5-yl)propoxy]imidazo[1,2-a]pyridin-3-yl]benzamide C1(CC1)NC(C1=C(C=C(C=C1OC)C1=CN=C2N1C=CC(=C2)OCCCN2C1COC(C2)C1)OC(F)F)=O